CC1=NC(=CC(=C1)N1CC2(CN(C2)CC[C@@H]2OC(C3(C2)CCCCC3)=O)C1)C (R)-3-(2-(6-(2,6-Dimethylpyridin-4-yl)-2,6-diazaspiro[3.3]heptan-2-yl)ethyl)-2-oxaspiro[4.5]decan-1-on